ClC1=NN(C(=C1)Cl)C(C(=O)N[C@H](C(=O)O)CCN(CCCCC1=NC=2NCCCC2C=C1)C[C@@H](CF)OC)(C)C (S)-2-(2-(3,5-dichloro-1H-pyrazol-1-yl)-2-methylpropanamido)-4-(((S)-3-fluoro-2-methoxypropyl)(4-(5,6,7,8-tetrahydro-1,8-naphthyridin-2-yl)butyl)amino)butanoic acid